OC=1C=C(C=NC1)C=1C=NN(C1)C1CCN(CC1)C(=O)OC(C)(C)C tert-butyl 4-(4-(5-hydroxypyridin-3-yl)-1H-pyrazol-1-yl)piperidine-1-carboxylate